3-chloro-2-hydroxypropyl-trimethylammonium chloride [Cl-].ClCC(C[N+](C)(C)C)O